2,6-dimethoxy-4-(7-((3-methyloxetan-3-yl)methoxy)imidazo[1,2-a]pyridin-3-yl)benzonitrile COC1=C(C#N)C(=CC(=C1)C1=CN=C2N1C=CC(=C2)OCC2(COC2)C)OC